C(CC)(=O)OC[C@@H]([C@H](CC)C(=O)N1C(=NCC1)NC=1C(=C2N=CC=NC2=CC1)Br)CC1=CN=CN1C (2R,3S)-3-(2-((5-bromoquinoxalin-6-yl)amino)-4,5-dihydro-1H-imidazole-1-carbonyl)-2-((1-methyl-1H-imidazol-5-yl)methyl)pentyl propionate